O1CCC(CC1)C1=CC=CC(=N1)CC(=O)NNC(=O)C1CN(CC12CN(C2)C(=O)OC(C)(C)C)C(=O)C2=CN=CS2 tert-butyl 8-(2-(2-(6-(tetrahydro-2H-pyran-4-yl)pyridin-2-yl)acetyl)hydrazine-1-carbonyl)-6-(thiazole-5-carbonyl)-2,6-diazaspiro[3.4]octane-2-carboxylate